ClC=1C(=CC(=C(CN2C=CC3=C(C=C(C=C23)C2=CN(C3=C(N=CC=C32)O)C)NS(=O)(=O)CC)C1)C)O N-(1-(5-chloro-4-hydroxy-2-methylbenzyl)-6-(7-hydroxy-1-methyl-1H-pyrrolo[2,3-c]pyridin-3-yl)-1H-indol-4-yl)ethanesulfonamide